NC1=C(C(=O)O)C=C(C=N1)C=1C=C2CCC(C2=CC1)N1CCC(CC1)N1CCOCC1 2-amino-5-(1-(4-morpholinopiperidin-1-yl)-2,3-dihydro-1H-inden-5-yl)nicotinic acid